FC=1C=C(C(=O)NCCC=2C=NC=CC2)C=C(C1)CN1C(C2=CN=C(C=C2C=C1)C1=CC=NN1C)=O 3-fluoro-5-((6-(1-methyl-1H-pyrazol-5-yl)-1-oxo-2,7-naphthyridin-2(1H)-yl)methyl)-N-(2-(pyridin-3-yl)ethyl)benzamide